tert-butyl 4-(3,4-diamino-5-fluorophenyl)piperidine-1-carboxylate NC=1C=C(C=C(C1N)F)C1CCN(CC1)C(=O)OC(C)(C)C